C(C)(C)(C)OC(N(CC1=CC(=CC=C1)[N+](=O)[O-])C1=CC(=NC=2N1N=CC2C2CC2)Cl)=O (5-chloro-3-cyclopropylpyrazolo[1,5-a]pyrimidin-7-yl)(3-Nitrobenzyl)carbamic acid tert-butyl ester